3-((7-(3-((2-azaspiro[3.3]heptan-6-yl)amino)-4-methyl-6-(trifluoromethyl)pyridin-2-yl)thieno[3,2-b]pyridin-2-yl)methyl)-6,6-dimethyl-3-azabicyclo[3.1.0]hexane-2,4-dione C1NCC12CC(C2)NC=2C(=NC(=CC2C)C(F)(F)F)C2=C1C(=NC=C2)C=C(S1)CN1C(C2C(C2C1=O)(C)C)=O